OC[C@@H](CC(C)C)NC(=O)C1=NC(=C(C=C1)OC1=CC=C(C=C1)C(F)(F)F)C1=NN(C=C1)C N-[(2R)-1-Hydroxy-4-methylpentan-2-yl]-6-(1-methyl-1H-pyrazol-3-yl)-5-[4-(trifluoromethyl)phenoxy]pyridine-2-carboxamide